CC1=CC=C(C=C1)S(=O)(=O)OC[C@H]1O[C@H]([C@@H]([C@@H]1O)O)N1C=C(C2=C1N=CN=C2NCC2=C(C=C(C=C2)OC)OC)C2CCCC2 ((2R,3S,4R,5R)-5-(5-cyclopentyl-4-((2,4-dimethoxybenzyl)amino)-7H-pyrrolo[2,3-d]pyrimidin-7-yl)-3,4-dihydroxytetrahydrofuran-2-yl)methyl 4-methylbenzenesulfonate